C(N)(=O)CN1CCC(CC1)NC(=O)C1=CC(=CC=2N(C=NC21)CC(F)(F)F)C#CCNC=2C(OC)=CC=C(C2)S(=O)(=O)C N-[1-(carbamoylmethyl)-4-piperidyl]-6-[3-(4-mesyl-2-anisidino)-1-propynyl]-1-(2,2,2-trifluoroethyl)-1H-benzo[d]imidazole-4-carboxamide